rac-methyl (3S,4S,5R)-2-(4-bromophenyl)-5,10,10-trihydroxy-6,8-dimethoxy-3-phenyl-2,3,4,5-tetrahydro-2,5-methanooxepino[3,2-c]pyridine-4-carboxylate BrC1=CC=C(C=C1)[C@@]12[C@@H]([C@@H]([C@@](C=3C(=NC(=CC3O1)OC)OC)(C2(O)O)O)C(=O)OC)C2=CC=CC=C2 |&1:7|